1-((5-bromothiophen-2-yl)sulfonyl)-3,5-dimethyl-1H-pyrazole BrC1=CC=C(S1)S(=O)(=O)N1N=C(C=C1C)C